5-(3,5-difluorophenyl)-6,7-dihydro-5H-pyrrolo[1,2-b][1,2,4]triazole-2-carboxylic acid FC=1C=C(C=C(C1)F)C1CCC=2N1N=C(N2)C(=O)O